FC1=CC=C(C=C1)C1=C(C=2C(=NC=CN2)N1C)C(=O)N1CC(CCC1)COC=1C(=NC=CC1)C(F)(F)F (6-(4-Fluorophenyl)-5-methyl-5H-pyrrolo[2,3-b]pyrazin-7-yl)(3-(((2-(trifluoromethyl)pyridin-3-yl)oxy)methyl)piperidin-1-yl)methanone